C(C=C)(=O)OCC1=CC=CC2=CC=CC=C12 Naphthalen-1-ylmethyl acrylate